C[C@@H]1CN(C[C@@H](C1)NCC=1C=NC(=NC1)N1C[C@@H](NCC1)C)C1=C2C=CC=NC2=C(C=C1)C#N 5-[(3S,5R)-3-methyl-5-[[2-[(3S)-3-methylpiperazin-1-yl]pyrimidin-5-yl]methylamino]-1-piperidinyl]quinoline-8-carbonitrile